OC1C(C(C(C1)=O)C(=O)O)C=CC(CCCCC)O 3-hydroxy-2-(3-hydroxy-1-octenyl)-5-oxocyclopentanecarboxylic acid